3,3,3-trifluoro-bromo-propane FC(CCBr)(F)F